C(CCCCCCCCCCCCCCCCCCCCCCCCCCCCCCCCCCC)(=O)O Hexatriacontylic acid